ClC1=NC=C(C(=C1)C1=C(C=NC(=C1)C)C(=O)NC=1SC(=NN1)O[C@H]1C[C@H](CCC1)O)OC(F)F 2'-chloro-5'-(difluoromethoxy)-N-(5-(((1R,3S)-3-hydroxycyclohexyl)oxy)-1,3,4-thiadiazol-2-yl)-6-methyl-[4,4'-bipyridine]-3-carboxamide